dilauroyl-glutamic acid C(CCCCCCCCCCC)(=O)N([C@@H](CCC(=O)O)C(=O)O)C(CCCCCCCCCCC)=O